(S)-2-(4-aminopiperidin-1-yl)-N-((2-(3,4-dimethylpiperazin-1-yl)pyridin-3-yl)methyl)-9-isopropyl-9H-purin-6-amine NC1CCN(CC1)C1=NC(=C2N=CN(C2=N1)C(C)C)NCC=1C(=NC=CC1)N1C[C@@H](N(CC1)C)C